tert-butyl 3-hydroxy-4,7-dihydroisoxazolo[5,4-c]pyridine-6(5H)-carboxylate OC1=NOC=2CN(CCC21)C(=O)OC(C)(C)C